COC(C1=C(C(=CC(=C1)C#N)OC)F)=O 5-cyano-2-fluoro-3-methoxybenzoic acid methyl ester